2-(1-(difluoromethyl)-1H-pyrazol-3-yl)ethan-1-ol FC(N1N=C(C=C1)CCO)F